5-((4-(3-bromo-4-chloropyridin-2-yl)piperazin-1-yl)methyl)-2-(2,4-dioxotetrahydropyrimidin-1(2H)-yl)isoindoline-1,3-dione BrC=1C(=NC=CC1Cl)N1CCN(CC1)CC=1C=C2C(N(C(C2=CC1)=O)N1C(NC(CC1)=O)=O)=O